6-(3-Chloro-6-(difluoromethyl)-2-fluorophenyl)-N-(1-((2-(2-(hydroxymethyl)pyrrolidin-1-yl)pyrimidin-5-yl)methyl)-1H-pyrazol-4-yl)pyrazine-2-carboxamide ClC=1C(=C(C(=CC1)C(F)F)C1=CN=CC(=N1)C(=O)NC=1C=NN(C1)CC=1C=NC(=NC1)N1C(CCC1)CO)F